(E)-3-[4-Hydroxy-3-(3-methylbut-3-en-2-yl)phenyl]-1-(4-prop-2-enoxyphenyl)prop-2-en-1-one OC1=C(C=C(C=C1)/C=C/C(=O)C1=CC=C(C=C1)OCC=C)C(C)C(=C)C